ClC1=C(C=CC(=C1)F)CC(=O)NC1=CC(=C(C=C1)C=1C=NN(C1)C1CC1)S(N)(=O)=O 2-(2-Chloro-4-fluorophenyl)-N-[4-(1-cyclopropyl-1H-pyrazol-4-yl)-3-sulfamoylphenyl]acetamide